BrCC(=O)NC1=C(C=CC=C1)F bromo-2'-fluoroacetanilide